3-methylbutanol-cysteinyl-glycine N[C@@H](CS)C(=O)NCC(=O)O.CC(CCO)C